C(C)(C)(C)C1=C(C(=CC(=C1)C(C)C1=CC=CC=C1)C(C)(C)C)O 2,6-di-tert-butyl-4-(1-phenylethyl)phenol